N-[6-[(5-bromo-2-chloro-pyrimidin-4-yl)amino]quinoxalin-5-yl]-N-methyl-methanesulfonamide BrC=1C(=NC(=NC1)Cl)NC=1C(=C2N=CC=NC2=CC1)N(S(=O)(=O)C)C